(3R)-3-[4-[[1-[1-(2,6-dioxo-3-piperidyl)-3-methyl-2-oxo-benzimidazol-5-yl]-4-piperidyl]methyl]-1-piperidyl]pyrrolidine-1-carboxylate O=C1NC(CCC1N1C(N(C2=C1C=CC(=C2)N2CCC(CC2)CC2CCN(CC2)[C@H]2CN(CC2)C(=O)[O-])C)=O)=O